ClC=1C(=NC=C(C1)Cl)N1CCC(CC1)C(=O)NCC1=C(C(=C(C=C1)C(F)(F)F)C=1NC(C(=C(N1)C)F)=O)F 1-(3,5-dichloropyridin-2-yl)-N-[2-fluoro-3-(5-fluoro-4-methyl-6-oxo-1,6-dihydropyrimidine-2-yl)-4-(trifluoromethyl)benzyl]piperidine-4-carboxamide